FC=1C=C(OC2=CC=C(C=C2)OB(O)O)C=CC1 (4-(3-fluorophenoxy)phenyl)boric Acid